C(C)(C)(C)OCCN(CCC(C(=O)O)NC(N(CC(C)C)CC(C)C)=O)CCCCC1=NC=2NCCCC2C=C1 4-[2-tert-butoxyethyl-[4-(5,6,7,8-tetrahydro-1,8-naphthyridin-2-yl)butyl]amino]-2-(diisobutylcarbamoylamino)butanoic acid